C1(C(C1=C(C#N)C1=C(C(=C(C#N)C(=C1F)F)F)F)=C(C#N)C1=C(C(=C(C#N)C(=C1F)F)F)F)=C(C#N)C1=C(C(=C(C#N)C(=C1F)F)F)F 6-4,4',4''-((1E,1'E,1''E)-cyclopropane-1,2,3-triylidenetris(cyanomethanylylidene))-tris(2,3,5,6-tetrafluorobenzonitrile)